CC=1N(C=2C=CC=C(C2C1\C=C(\C(=O)OCC)/C#N)C(=O)O)CC1=CC(=CC(=C1)C(F)(F)F)C(F)(F)F.FC1(CC(C1)CC(=O)[C@](N)(CC(C)(C)C)C(=O)N)F 2-[(3,3-difluorocyclobutyl)acetyl]-4-methyl-L-leucinamide Methyl-(E)-1-(3,5-bis(trifluoromethyl)benzyl)-3-(2-cyano-3-ethoxy-3-oxoprop-1-en-1-yl)-1H-indole-4-carboxylate